C(C)(C)(C)OC(CCCCCCCCC(=O)O)=O 10-(tert-butoxy)-10-oxodecanoic acid